O1C(OCC1)C1=C(CN2C=C(C3=CC=CC=C23)C2=NC(=NC=C2)NC=2C=C(C(=CC2OC)N(C)CCN(C)C)N)C=CC=C1OCC1=CC=C(C=C1)OC N4-(4-(1-(2-(1,3-dioxolan-2-yl)-3-((4-methoxybenzyl)oxy)benzyl)-1H-indol-3-yl)pyrimidin-2-yl)-N1-(2-(dimethylamino)ethyl)-5-methoxy-N1-methylbenzene-1,2,4-triamine